N-(2-((2-hydroxyethyl)amino)-4-methoxy-5-((4-(1-methyl-1H-indol-3-yl)pyrimidin-2-yl)amino)phenyl)acrylamide OCCNC1=C(C=C(C(=C1)OC)NC1=NC=CC(=N1)C1=CN(C2=CC=CC=C12)C)NC(C=C)=O